rac-6-[4-[3-[6,6-dimethyl-3-oxo-4-(trifluoromethyl)-3,5,6,7-tetrahydro-2H-cyclopenta[c]pyridazin-7-ylamino]propionyl]piperazin-1-yl]nicotinonitrile CC1(CC=2C(=NNC(C2C(F)(F)F)=O)[C@@H]1NCCC(=O)N1CCN(CC1)C1=NC=C(C#N)C=C1)C |r|